7-bromo-6-fluoro-[1,2,3]triazolo[1,5-a]quinoxalin-4(5H)-one BrC=1C(=C2NC(C=3N(C2=CC1)N=NC3)=O)F